2-([1,1'-biphenyl]-4-yl)thieno[3,2-d]pyrimidine-6-carboxylic acid C1(=CC=C(C=C1)C=1N=CC2=C(N1)C=C(S2)C(=O)O)C2=CC=CC=C2